(±)-2-(2-(7-(3-(Aminomethyl)-2-fluorophenyl)-4-methoxybenzofuran-5-yl)-4-methyl-3,4-dihydro-2H-benzo[b][1,4]oxazin-8-yl)acetic acid NCC=1C(=C(C=CC1)C1=CC(=C(C=2C=COC21)OC)[C@@H]2CN(C1=C(O2)C(=CC=C1)CC(=O)O)C)F |r|